2-(6-{5-chloro-2-[(propan-2-yl)amino]pyrimidin-4-yl}-1-oxo-2,3-dihydro-1H-isoindol-2-yl)-N-[(1S)-2-hydroxy-1-(3-methoxyphenyl)-ethyl]acetamide ClC=1C(=NC(=NC1)NC(C)C)C1=CC=C2CN(C(C2=C1)=O)CC(=O)N[C@H](CO)C1=CC(=CC=C1)OC